COC(=O)C1=CC=2CCC(=C(C2C=C1)OS(=O)(=O)C(F)(F)F)C1=C(C=C(C=C1)Cl)Cl.BrC1=C(C(=CC=C1)O)C(C)=O 1-(2-bromo-6-hydroxyphenyl)ethanone methyl-6-(2,4-dichlorophenyl)-5-(((trifluoromethyl)sulfonyl)oxy)-7,8-dihydronaphthalene-2-carboxylate